1-thiophen-3-ylethanone S1C=C(C=C1)C(C)=O